C(CCCCCCCCC)[N+](CC1=CC=CC=C1)(CCO)CCO N-decyl-N,N-bis(2-hydroxyethyl)-benzenemethanaminium